N-(2-chloro-4-(trifluoromethyl)phenyl)-2-(5-ethyl-6-(4-(4-hydroxy-2-methoxynicotinoyl)piperazin-1-yl)-2-(2-methoxypyridin-4-yl)-7-oxothiazolo[5,4-b]pyridin-4(7H)-yl)acetamide ClC1=C(C=CC(=C1)C(F)(F)F)NC(CN1C2=C(C(C(=C1CC)N1CCN(CC1)C(C1=C(N=CC=C1O)OC)=O)=O)N=C(S2)C2=CC(=NC=C2)OC)=O